[K+].ClC1=CC=C(C(=O)[O-])C=C1 4-chlorobenzoic acid, potassium salt